2-bromo-1H-indene BrC=1CC2=CC=CC=C2C1